S(=O)(=O)(C1=CC=C(C)C=C1)[C@@H]1[C@H](CCCC1)C(=O)O |r| rac-(1R*,2S*)-2-Tosylcyclohexane-1-carboxylic acid